5,6-dihydrooxathiine 2,2-dioxide C1COS(=O)(=O)C=C1